N(α)-benzyloxycarbonyl-L-histidine C(C1=CC=CC=C1)OC(=O)N[C@@H](CC1=CNC=N1)C(=O)O